C1(=CC=CC=C1)S(=O)(=O)/C=C/C(=O)[O-] (E)-3-benzenesulfonylacrylate